2'-Fluorouridine triphosphate P(O)(=O)(OP(=O)(O)OP(=O)(O)O)OC[C@@H]1[C@H]([C@]([C@@H](O1)N1C(=O)NC(=O)C=C1)(O)F)O